2-(3,4-dibenzyloxy-phenyl)-N-carbonylbenzyloxyserine C(C1=CC=CC=C1)OC=1C=C(C=CC1OCC1=CC=CC=C1)C1=C(CO[C@](N=C=O)(CO)C(=O)O)C=CC=C1